N=1C(C=CN2C1SC1=C2C=CC=C1)=O pyrimido[2,1-b][1,3]benzothiazol-2-one